C12(OC3CC(CC(C1)C3)C2)CO 1-(2-oxatricyclo[3.3.1.13,7]decyl)-methanol